C(C)OC=1C=C(C(=O)NC=2C=NC=CC2)C=CC1C=1NC(C2=C(N1)NN=N2)=O 3-ethoxy-4-(7-oxo-6,7-dihydro-3H-[1,2,3]triazolo[4,5-d]pyrimidin-5-yl)-N-(pyridin-3-yl)benzamide